(S)-1-(2-(4-(3-(2-((6-oxo-5-(trifluoromethyl)-1,6-dihydropyridazin-4-yl)amino)propoxy)propanoyl)piperazin-1-yl)pyrimidin-5-yl)cyclopropane-1-carbonitrile O=C1C(=C(C=NN1)N[C@H](COCCC(=O)N1CCN(CC1)C1=NC=C(C=N1)C1(CC1)C#N)C)C(F)(F)F